N-[5-(2,2-difluoroethyl)-4,6-dimethoxy-pyrimidin-2-yl]-7-pyridazin-3-yl-1H-indole-3-sulfonamide FC(CC=1C(=NC(=NC1OC)NS(=O)(=O)C1=CNC2=C(C=CC=C12)C=1N=NC=CC1)OC)F